2-[3-(6-amino-3-azabicyclo[3.1.0]hexane-3-carbonyl)-5,6-dihydrocyclopenta[c]pyrazol-1(4H)-yl]-1-[4-(2,3-dimethylphenyl)piperazin-1-yl]ethan-1-one NC1C2CN(CC12)C(=O)C=1C2=C(N(N1)CC(=O)N1CCN(CC1)C1=C(C(=CC=C1)C)C)CCC2